BrC1=NC=2CCCCC2C=C1 2-bromo-5,6,7,8-tetrahydroquinoline